C(C)OC(C(C=1C=NN(C1)CC1=CC=C(C=C1)O\C=C(\C(F)(F)F)/OCC)=O)=O.C(C(=O)C)(=O)[O-].[Na+] sodium pyruvat ethyl-1-[[4-[[(1Z)-2-ethoxy-3,3,3-trifluoro-1-propen-1-yl]oxy]phenyl]methyl]-α-oxo-1H-pyrazole-4-acetate